3-(2-{5-[(3R,5R)-3-amino-5-fluoropiperidine-1-carbonyl]-7-methoxy-1-methyl-1H-1,3-benzodiazol-2-yl}-1-(cyclopropylmethyl)-1H-indol-6-yl)-2,4-dimethylphenol N[C@H]1CN(C[C@@H](C1)F)C(=O)C1=CC2=C(N(C(=N2)C=2N(C3=CC(=CC=C3C2)C=2C(=C(C=CC2C)O)C)CC2CC2)C)C(=C1)OC